8,8-bis(((tert-butyldimethylsilyl)oxy)methyl)-2-chloro-N-(5-chloro-6-(2H-1,2,3-triazol-2-yl)pyridin-3-yl)-7,8-dihydro-6H-cyclopenta[e]pyrazolo[1,5-a]pyrimidine-6-carboxamide [Si](C)(C)(C(C)(C)C)OCC1(CC(C=2C=NC=3N(C21)N=C(C3)Cl)C(=O)NC=3C=NC(=C(C3)Cl)N3N=CC=N3)CO[Si](C)(C)C(C)(C)C